C(C)(C)(C)OC(=O)N1CCC(CC1)C#CCO 4-(3-hydroxy-prop-1-yn-1-yl)piperidine-1-carboxylic acid tert-butyl ester